CN1C(N(C2=C1C=C(C=C2)N2CCNCC2)C2C(NC(CC2)=O)=O)=O 3-[3-methyl-2-oxo-5-(piperazin-1-yl)-1,3-benzodiazol-1-yl]piperidine-2,6-dione